C(C)(C)(C)OC(=O)N1CCC(CC1)C1=NC(=CC=C1)OCC1=C(C=C(C=C1)C(=O)C1CC1)OC 4-(6-((4-(cyclopropanecarbonyl)-2-methoxybenzyl)oxy)pyridin-2-yl)piperidine-1-carboxylic acid tert-butyl ester